C(C)(=O)N1CCC(CC1)NC1=NC2=C(C(=C(C=C2C(=N1)N1CCN(CC1)C(C=C)=O)Cl)C1=C(C=CC=C1O)F)F 1-(4-(2-(1-acetyl-piperidin-4-ylamino)-6-chloro-8-fluoro-7-(2-fluoro-6-hydroxyphenyl)quinazolin-4-yl)piperazin-1-yl)prop-2-en-1-one